ClC=1C(=CC2=C(CC(O2)(C2NCCC2)C2=CC=CC=C2)C1C1=C(C(=O)O)C=CC(=C1F)OCCO)F 2-(5-chloro-6-fluoro-2-phenyl-2-(pyrrolidin-2-yl)-2,3-dihydrobenzofuran-4-yl)-3-fluoro-4-(2-hydroxyethoxy)benzoic acid